N-allyl-N-dichloroacetyl-meta-trifluoromethyl-aniline methyl-4-((3-(difluoromethyl)-5-(3-(1-(o-tolyl)cyclopropyl)-1,2,4-oxadiazol-5-yl)-1H-pyrazol-1-yl)methyl)benzoate COC(C1=CC=C(C=C1)CN1N=C(C=C1C1=NC(=NO1)C1(CC1)C1=C(C=CC=C1)C)C(F)F)=O.C(C=C)N(C1=CC(=CC=C1)C(F)(F)F)C(C(Cl)Cl)=O